1-(methyl)-8-(1,2,2,6,6-pentamethyl-4-piperidinyl)-sebacate CC1(CC(CC(N1C)(C)C)OC(=O)CCCCCCCCC(=O)OC)C